6-methoxy-(benzothiazole) COC1=CC2=C(N=CS2)C=C1